CC(C)(C)OC(=O)N1C(C(C1)=O)C(C)(C)C 1,1-dimethylethyl-3-oxoazetidine-1-carboxylic acid-1,1-dimethylethyl ester